sodium (2R,3R,4S,5R)-6-(benzylamino)-2,3,4,5-tetrahydroxy-6-oxohexyl sulfate S(=O)(=O)(OC[C@H]([C@H]([C@@H]([C@H](C(=O)NCC1=CC=CC=C1)O)O)O)O)[O-].[Na+]